methyl (R)-3-(1-(2-fluoro-3,4-bis((4-methoxybenzyl)oxy)benzoyl)pyrrolidin-3-yl)isoxazole-5-carboxylate FC1=C(C(=O)N2C[C@@H](CC2)C2=NOC(=C2)C(=O)OC)C=CC(=C1OCC1=CC=C(C=C1)OC)OCC1=CC=C(C=C1)OC